(9-fluorenylmethoxycarbonyl)-4-(2-trifluoromethylbenzyl)piperazine C1=CC=CC=2C3=CC=CC=C3C(C12)COC(=O)N1CCN(CC1)CC1=C(C=CC=C1)C(F)(F)F